COC(C(C)(C)OCC1=NN(C(=C1)C=1SC=C(C1)Br)CC1=C(C=CC=C1)Cl)=O 2-([5-(4-bromothiophen-2-yl)-1-[(2-chlorophenyl)methyl]-1H-pyrazol-3-yl]Methoxy)-2-methylpropanoic acid methyl ester